pentaisobutyl-pentavinylcyclopentasiloxane C(C(C)C)[Si]1(O[Si](O[Si](O[Si](O[Si](O1)(C=C)CC(C)C)(C=C)CC(C)C)(C=C)CC(C)C)(C=C)CC(C)C)C=C